C(C)(C)(C)OC(NCC1=CC2=C(C=N1)SC(=N2)C2=CC=CC=C2)=O N-[(2-Phenylthiazolo[5,4-c]pyridin-6-yl)methyl]carbamic acid tert-butyl ester